2-(diisopropylamino)-4-((4-(piperazin-1-ylmethyl)phenyl)amino)pyrimido[4,5-d]pyridazin-5(6H)-one C(C)(C)N(C=1N=C(C2=C(C=NNC2=O)N1)NC1=CC=C(C=C1)CN1CCNCC1)C(C)C